O=C1NC(CCC1NC1=CC=C(C=C1)CC(=O)O)=O 2-[4-[(2,6-dioxo-3-piperidinyl)amino]phenyl]acetic acid